[H-].C(C)OPOCC diethoxyphosphine hydride